Oxacycloheptane O1CCCCCC1